FC(COC1=NC2=C(C(N(C=C2C=C1)C1=CC2=CN(N=C2C=C1)C)=O)C=1C=NC(=CC1)OC(F)(F)F)F 2-(2,2-difluoroethoxy)-6-(2-methyl-2H-indazol-5-yl)-8-(6-(trifluoromethoxy)pyridin-3-yl)-1,6-naphthyridin-7(6H)-one